2-(2-((S)-1-(2,3-Difluorobenzyl)-5-oxopyrrolidin-2-yl)acetamido)-3-methyl-N-(4-methylbenzyl)butanamide FC1=C(CN2[C@@H](CCC2=O)CC(=O)NC(C(=O)NCC2=CC=C(C=C2)C)C(C)C)C=CC=C1F